OC=1C=C(C2=CC=CC=C2C1)[C@H]1[C@@H](CC=2C(=NC(=NC2C1)OC[C@H]1N(CCC1)C)N1[C@H](CN(C[C@@H]1C)C(C=C)=O)C)C 1-[(3S,5S)-4-[(6R,7R)-7-(3-hydroxy-1-naphthyl)-6-methyl-2-[[(2S)-1-methylpyrrolidin-2-yl]methoxy]-5,6,7,8-tetrahydroquinazolin-4-yl]-3,5-dimethyl-piperazin-1-yl]prop-2-en-1-one